1-Stearoyl-2-Palmitoyl-3-Oleoyl-sn-glycerol C(CCCCCCCCCCCCCCCCC)(=O)OC[C@@H](OC(CCCCCCCCCCCCCCC)=O)COC(CCCCCCC\C=C/CCCCCCCC)=O